[N+](=O)([O-])N1N=C(N=C1)[N+](=O)[O-] 1,3-dinitro-1H-1,2,4-triazole